O=C1NC=C(C2=CC=CC=C12)C(C)NCCS(=O)(=O)N 2-(1-(1-Oxo-1,2-dihydroisoquinolin-4-yl)ethylamino)ethyl-sulfonamide